4-(1-cyclopropylethyl)-N-[2-(4-{[(2R,6S)-2,6-dimethylmorpholin-4-yl]methyl}piperidin-1-yl)phenyl]benzene-1-sulfonamide C1(CC1)C(C)C1=CC=C(C=C1)S(=O)(=O)NC1=C(C=CC=C1)N1CCC(CC1)CN1C[C@H](O[C@H](C1)C)C